potassium (((1-(tert-butoxycarbonyl)piperidin-4-yl)oxy)methyl)trifluoroborate C(C)(C)(C)OC(=O)N1CCC(CC1)OC[B-](F)(F)F.[K+]